ClCC1=CC(=C(C=C1)F)F 4-(chloromethyl)-1,2-difluorobenzene